N[C@@H]1[C@H](N(CC1)C(=O)OC(C)(C)C)C(C1=CC(=CC=C1)Br)F tert-butyl (2S,3S)-3-amino-2-(3-bromo-fluorobenzyl)pyrrolidine-1-carboxylate